N-((3S,4R)-3-fluoro-1-methylpiperidin-4-yl)-2-(3-((2-methoxy-4-(methylsulfonyl)phenyl)amino)prop-1-yn-1-yl)-3-vinyl-2H-indazol-7-amine F[C@H]1CN(CC[C@H]1NC1=CC=CC2=C(N(N=C12)C#CCNC1=C(C=C(C=C1)S(=O)(=O)C)OC)C=C)C